ClC=1C(=CC2=C(C[C@](O2)(C2=CC=CC=C2)[C@H]2NCCC2)C1B1OC(C(O1)(C)C)(C)C)F (S)-2-((S)-5-chloro-6-fluoro-2-phenyl-4-(4,4,5,5-tetramethyl-1,3,2-dioxaborolan-2-yl)-2,3-dihydrobenzofuran-2-yl)pyrrolidine